(S)-(+)-O-acetyl-L-mandelic acid CC(=O)O[C@@H](C1=CC=CC=C1)C(=O)O